benzyl (2-(methylsulfonamido)-2-oxoethyl)carbamate CS(=O)(=O)NC(CNC(OCC1=CC=CC=C1)=O)=O